2,5-dichloro-6-(2-fluoro-6-methoxyphenyl)nicotinic acid ClC1=C(C(=O)O)C=C(C(=N1)C1=C(C=CC=C1OC)F)Cl